(4-(trifluoromethyl)phenyl)-boronic acid FC(C1=CC=C(C=C1)B(O)O)(F)F